[Cl-].C1(=CC=CC=C1)P(C1=CC=CC=C1)C1=CC=CC=C1.C1(=CC=CC=C1)P(C1=CC=CC=C1)C1=CC=CC=C1.[NH4+] ammonium bis(triphenylphosphine) chloride